3-(1-oxo-5-(((1R,2S)-2-(3-(4-(trifluoromethyl)phenyl)azetidin-1-yl)cyclohexyl)oxy)isoindolin-2-yl)piperidine-2,6-dione O=C1N(CC2=CC(=CC=C12)O[C@H]1[C@H](CCCC1)N1CC(C1)C1=CC=C(C=C1)C(F)(F)F)C1C(NC(CC1)=O)=O